pyrrolo[1,2-a]pyrazine-2-Formamide C1C=2N(C=CN1C(=O)N)C=CC2